1-((1S,3aS,3bS,7R,10aR,10bS,12aS)-7-hydroxy-7,10a,12a-trimethyl-1,2,3,3a,3b,4,6,7,8,9,10,10a,10b,11,12,12a-hexadecahydrocyclohepta[a]cyclopenta[f]naphthalen-1-yl)ethan-1-one O[C@]1(CC=2[C@@]([C@H]3CC[C@]4([C@H]([C@@H]3CC2)CC[C@@H]4C(C)=O)C)(CCC1)C)C